C1(CC1)C1=NC=2N(C=C1)N=CC2C(=O)NC2=CC(=CC=C2)C=2N(C=CN2)CCO 5-Cyclopropyl-N-(3-(1-(2-hydroxyethyl)-1H-imidazol-2-yl)phenyl)pyrazolo[1,5-a]pyrimidine-3-carboxamide